(5-(6-chloro-7-fluoro-3-(1H-imidazol-1-yl)-5-methoxy-1-methyl-1H-indol-2-yl)-1H-1,2,4-triazol-3-yl)(morpholino)methanone ClC1=C(C=C2C(=C(N(C2=C1F)C)C1=NC(=NN1)C(=O)N1CCOCC1)N1C=NC=C1)OC